di-(2-oxo-3-oxazolidinyl)-phosphinyl chloride O=C1OCCN1P(=O)(N1C(OCC1)=O)Cl